dimethylamine lead bromide [Pb](Br)Br.CNC